FC(C=1C(NN=CC1N[C@H](COC1CN(CC1)C1CCN(CC1)C1=NC=C(C=N1)C(F)(F)F)C)=O)(F)F 4-(trifluoromethyl)-5-(((2S)-1-((1-(1-(5-(trifluoromethyl)pyrimidin-2-yl)piperidin-4-yl)pyrrolidin-3-yl)oxy)propan-2-yl)amino)pyridazin-3(2H)-one